BrC1=NC=CC(=C1)OC1=C2N(N=C1C1OCCCC1)CCC2 ((2-bromopyridin-4-yl)oxy)-2-(tetrahydro-2H-pyran-2-yl)-5,6-dihydro-4H-pyrrolo[1,2-b]pyrazole